C(C)(=O)N1[C@H]([C@@H]([C@H](C2=CC(=CC=C12)C(=O)NCCO)NC1=NC=CC(=C1)C)C)CC (2S,3R,4R)-1-acetyl-2-ethyl-N-(2-hydroxyethyl)-3-methyl-4-((4-methylpyridin-2-yl)amino)-1,2,3,4-tetrahydroquinoline-6-carboxamide